NC1=C(C=CC(=C1)NCC1=CC=C(C=C1)C(F)(F)F)NC(CCC\C=C\CCCC)=O (E)-N-(2-amino-4-((4-(trifluoromethyl)benzyl)amino)phenyl)dec-5-enamide